(Z)-3-hexenoic acid C(C\C=C/CC)(=O)O